1-methyl-4-isopropyl-phenyl-osmium CC1(CC=C(C=C1)C(C)C)[Os]